(4-bromophenyl)(4-phenylquinoline-3-yl)methanone spiro[3.3]heptan-2-yl-L-alaninate C1C(CC12CCC2)N[C@@H](C)C(=O)O.BrC2=CC=C(C=C2)C(=O)C=2C=NC1=CC=CC=C1C2C2=CC=CC=C2